CN(C)CC(C(=O)N1CC(C1)C=1C=CN2N=CN=C(C21)NC2=CC(=C(C=C2)OC2=CC1=C(N(C=N1)C)C=C2)C)=C 2-((dimethylamino)methyl)-1-(3-(4-((3-methyl-4-((1-methyl-1H-benzo[d]imidazol-5-yl)oxy)phenyl)amino)pyrrolo[2,1-f][1,2,4]triazin-5-yl)azetidin-1-yl)prop-2-en-1-one